(R)-6-(8-chloro-2-((2,2-difluorotetrahydro-1H-pyrrolizin-7a(5H)-yl)methoxy)-4-methyl-5,6-dihydro-4H-[1,4]oxazepino[5,6,7-de]quinazolin-9-yl)-4-methyl-5-(trifluoromethyl)pyridin-2-amine ClC1=C2C=3C(=NC(=NC3C=C1C1=C(C(=CC(=N1)N)C)C(F)(F)F)OC[C@@]13CCCN3CC(C1)(F)F)N(CCO2)C